ClC1=CC=CC(=N1)C1=CC=NC=C1 6-chloro-[2,4'-bipyridine]